CNC1=NC=2NC(C=NC2C=N1)=O 2-(methylamino)pteridin-7(8H)-one